(R)-N-cyclopropyl-2-(4-(4-fluoropyrazolo[1,5-a]pyridin-2-yl)-1,4,6,7-tetrahydro-5H-imidazo[4,5-c]pyridin-5-yl)pyrimidine-4-carboxamide C1(CC1)NC(=O)C1=NC(=NC=C1)N1[C@H](C2=C(CC1)NC=N2)C2=NN1C(C(=CC=C1)F)=C2